ClCCCC1=NC2=C(N1COCC[Si](C)(C)C)C=CC=C2 2-(3-chloropropyl)-1-{[2-(trimethylsilyl)ethoxy]methyl}-1H-1,3-benzodiazole